6-(4-(3-(4-cyano-3-(trifluoromethyl)phenyl)-5,5-dimethyl-4-oxo-2-thioxoimidazolidin-1-yl)-2-fluorobenzamido)hexanoic acid C(#N)C1=C(C=C(C=C1)N1C(N(C(C1=O)(C)C)C1=CC(=C(C(=O)NCCCCCC(=O)O)C=C1)F)=S)C(F)(F)F